3-methylnonanediol CC(CC(O)O)CCCCCC